[Cu+2].C1=NC=CC=2C3=CC=CC=C3NC12 b-carboline copper (II)